2,2,2-Trichloroethyl (2-(naphthalen-2-yl)acetoxy)carbamate C1=C(C=CC2=CC=CC=C12)CC(=O)ONC(OCC(Cl)(Cl)Cl)=O